C(C1=CC=CC=C1)OC=1C=C2CC[C@@H]([C@@H](C2=CC1)C1=CC=C(OCCCC=O)C=C1)C1=CC=CC=C1 4-(4-((1R,2S)-6-(Benzyloxy)-2-phenyl-1,2,3,4-tetrahydronaphthalen-1-yl)-phenoxy)butanal